(5-(5-(2,6-difluoro-4-((methylamino)methyl)phenyl)-1H-pyrazolo[3,4-c]pyridin-3-yl)pyridin-2-yl)piperidin-4-ol FC1=C(C(=CC(=C1)CNC)F)C=1C=C2C(=CN1)NN=C2C=2C=CC(=NC2)N2CCC(CC2)O